C(C=C)OC(CCCCCCCCCCC)=O Allyllaurat